4-({2-[4-{5-chloro-2-[5-(trifluoromethyl)-1,3,4-thiadiazol-2-yl]phenyl}-5-methoxy-2-oxopyridin-1(2H)-yl]butanoyl}amino)-2-fluorobenzamide ClC=1C=CC(=C(C1)C1=CC(N(C=C1OC)C(C(=O)NC1=CC(=C(C(=O)N)C=C1)F)CC)=O)C=1SC(=NN1)C(F)(F)F